tert-butyl 3-(((6-chloro-1-(tetrahydro-2H-pyran-2-yl)-1H-pyrazolo[3,4-b]pyridin-4-yl) oxy) methyl)-3-ethylazetidine-1-carboxylate ClC1=CC(=C2C(=N1)N(N=C2)C2OCCCC2)OCC2(CN(C2)C(=O)OC(C)(C)C)CC